S-[(3S,3aR,6S,6aS)-3-(tert-butoxycarbonylamino)-2,3,3a,5,6,6a-hexahydrofuro[3,2-b]furan-6-yl] ethanethioate C(C)(S[C@H]1CO[C@H]2[C@@H]1OC[C@@H]2NC(=O)OC(C)(C)C)=O